C(CCCCCCCC=CCC=CCC=CCC=CCC=CCC)(=O)O tetracosa-9,12,15,18,21-pentaenoic acid